(2S,5R)-2-(N-(3-(guanidinooxy) propanoyl) carbamimidoyl)-7-oxo-1,6-diazabicyclo[3.2.1]octan-6-yl hydrogen sulfate S(=O)(=O)(ON1[C@@H]2CC[C@H](N(C1=O)C2)C(NC(CCONC(=N)N)=O)=N)O